OC1=C(C=CC=C1)[Si](OCCCCC)(OCCCCC)C1=C(C=CC=C1)O Di(Hydroxyphenyl)Dipentyloxysilane